COC1=C(C(=CC(=C1)C)C)C=1C=CC2=C(N=C(NC2=O)C2CNCCC2)N1 7-(2-methoxy-4,6-dimethyl-phenyl)-2-[3-piperidyl]-3H-pyrido[2,3-d]pyrimidin-4-one